tert-butyl N-[(3R)-7-[5-(2,2-difluorocyclohexyl)-1,3,4-oxadiazol-2-yl]-8-fluoro-4-oxo-5-[[4-(trifluoromethoxy)phenyl]methyl]-2,3-dihydro-1,5-benzothiazepin-3-yl]carbamate FC1(C(CCCC1)C1=NN=C(O1)C=1C(=CC2=C(N(C([C@H](CS2)NC(OC(C)(C)C)=O)=O)CC2=CC=C(C=C2)OC(F)(F)F)C1)F)F